COC1=CC=C(C=N1)C=1C=C2C(=NC=NC2=CC1)N[C@H](C(=O)NCCC)C (S)-2-((6-(6-methoxypyridin-3-yl)quinazolin-4-yl)amino)-N-propylpropionamide